Cl.C(CCCCCCC)(=O)OC[C@@H](C(=O)NC1=CC(=C2C=NN(C2=C1)C=1C=C(C=CC1)C)F)N (S)-2-amino-3-((4-fluoro-1-(m-tolyl)-1H-indazol-6-yl)amino)-3-oxopropyl octanoate hydrochloride